7-chloro-6-fluoro-1-(2-isopropyl-4-methylpyridin-3-yl)-4-(3-(3-methylene-2-carbonylpyrrolidin-1-yl)azetidin-1-yl)pyrido[2,3-d]pyrimidin-2(1H)-one ClC=1C(=CC2=C(N(C(N=C2N2CC(C2)N2C(C(CC2)=C)=C=O)=O)C=2C(=NC=CC2C)C(C)C)N1)F